(2-(4-aminophenoxy)ethoxy)-[1,1'-biphenyl]-4-amine NC1=CC=C(OCCOC2=C(C=CC(=C2)N)C2=CC=CC=C2)C=C1